C1(=CC=CC=C1)CC(=O)NC1=NN=C(S1)CC(=O)N 2-(5-phenylacetamido-1,3,4-thiadiazol-2-yl)ethanamide